(R)-3-(2-thiophenylthio)-butyric acid methyl ester COC(C[C@@H](C)SC=1SC=CC1)=O